Butyltripropoxysilane C(CCC)[Si](OCCC)(OCCC)OCCC